C(C)(C)(C)N1N=C(C(=C1C)O)C1=CC=C(C=C1)F 1-(tert-Butyl)-3-(4-fluorophenyl)-5-methyl-1H-pyrazole-4-ol